(S)-ethyl 2-((2-(4-cyanophenyl)propyl)amino)-2-phenylacetate C(#N)C1=CC=C(C=C1)C(CN[C@H](C(=O)OCC)C1=CC=CC=C1)C